N-(5-(cyclobutanecarbonyl)-5,6-dihydro-4H-pyrrolo[3,4-d]thiazol-2-yl)-4-(2-methoxyphenyl)-6-methylnicotinamide C1(CCC1)C(=O)N1CC=2N=C(SC2C1)NC(C1=CN=C(C=C1C1=C(C=CC=C1)OC)C)=O